4-bromo-2-(3-hydroxypropyl)phenol BrC1=CC(=C(C=C1)O)CCCO